4-((2S)-2-(methoxymethyl)-4-(4-(trifluoromethyl)phenyl)pyrrolidin-1-yl)benzoic acid COC[C@H]1N(CC(C1)C1=CC=C(C=C1)C(F)(F)F)C1=CC=C(C(=O)O)C=C1